4-(3-fluorophenyl)thiosemicarbazide FC=1C=C(C=CC1)NC(NN)=S